N[C@H]1[C@H](CCC1)C(=O)NCCN1C(C=CC1=O)=O (1S,2R)-2-amino-N-[2-(2,5-dioxo-2,5-dihydro-1H-pyrrol-1-yl)ethyl]cyclopentancarboxamid